5-bromo-1-fluoro-2-naphthoic acid BrC1=C2C=CC(=C(C2=CC=C1)F)C(=O)O